ClC1=C(C=C(C(=O)N[C@@H]2[C@H](CCCC2)O)C=C1)OCC=1C=NC=C(C1)C1=NC=CC=N1 4-chloro-N-[(1S,2S)-2-hydroxycyclohexyl]-3-{[5-(pyrimidin-2-yl)pyridin-3-yl]methoxy}benzamide